3-(4-(4-Oxooctahydro-2H-pyrido[1,2-a]pyrazin-2-yl)pyrimidin-2-yl)imidazo[1,2-a]pyrazine-6-carboxamide O=C1CN(CC2N1CCCC2)C2=NC(=NC=C2)C2=CN=C1N2C=C(N=C1)C(=O)N